C(=O)=[Ru](N=O)(N=O)(=C=O)=O Dicarbonyl-dinitrosoruthenium oxide